butyl (2-(2-(3-amino-5-(di-tert-butylsilyl)-1H-pyrazol-1-yl)ethoxy)ethyl)carbamate NC1=NN(C(=C1)[SiH](C(C)(C)C)C(C)(C)C)CCOCCNC(OCCCC)=O